FC=1C(=NC(=NC1)NC1C(NC2=C(O1)C(=CC=C2)CN2CCS(CC2)(=O)=O)=O)C2=C(C=C(C=C2)F)OC ((5-fluoro-4-(4-fluoro-2-methoxyphenyl)pyrimidin-2-yl)amino)-8-((1,1-dioxothiomorpholino)methyl)-2H-benzo[b][1,4]oxazin-3(4H)-one